ClC1=CC=C(C=C1)C1N(CCC1)C(CN1N=CC2=C(C1=O)N(N=C2C)C2CC2)=O 6-(2-(2-(4-chlorophenyl)pyrrolidin-1-yl)-2-oxoethyl)-1-cyclopropyl-3-methyl-1,6-dihydro-7H-pyrazolo[3,4-d]pyridazin-7-one